C1(C=CC(C=C1)=N)=N cyclohexa-2,5-diene-1,4-diimine